C(C)(C)(C)C1=CC=C(C=C1)N(C(=O)[C@@H]1N(CCC1)C(=O)OCC1=CC=CC=C1)C(C(=O)NCC(C)(C)OC)C=1C=NC=CC1 (2R)-benzyl 2-((4-(tert-butyl)phenyl)(2-((2-methoxy-2-methylpropyl)amino)-2-oxo-1-(pyridin-3-yl)ethyl)carbamoyl)pyrrolidine-1-carboxylate